(S)-3-((3-(3-((2,5-dioxopyrrolidin-1-yl)oxy)-3-oxopropoxy)propanoyl)oxy)propane-1,2-diyl ditetradecanoate C(CCCCCCCCCCCCC)(=O)OC[C@@H](COC(CCOCCC(=O)ON1C(CCC1=O)=O)=O)OC(CCCCCCCCCCCCC)=O